O=C1NC=CC=N1 2-oxo-1,3-diazine